4-[2-(cycloheptyloxy)-5-(methylsulfonyl)phenyl]-6-methyl-1,6-dihydro-7H-pyrrolo[2,3-c]pyridin-7-one C1(CCCCCC1)OC1=C(C=C(C=C1)S(=O)(=O)C)C=1C2=C(C(N(C1)C)=O)NC=C2